C1(=CC=CC=C1)C1CNC1 3-phenylazetidine